C(C1=CC=CC=C1)OC(N[C@H]1C=CC2=C(NC1=O)N=C(C=C2)OC)=O (S)-(2-methoxy-8-oxo-8,9-dihydro-7H-pyrido[2,3-b]azepin-7-yl)carbamic acid benzyl ester